2-(4-tolyl)-1,3-benzothiazole C1(=CC=C(C=C1)C=1SC2=C(N1)C=CC=C2)C